C(C=C)(=O)OCCCCCC[SiH2]C(Br)Br acryloxyhexyldibromomethylsilane